C(CCCCCC=C)[C@](N)(C)C(=O)O (R)-α-(7-octenyl)alanine